tert-butyl 4-[6-bromo-2-(4-fluorophenyl)-3-(pyridin-4-yl)-3H-imidazo[4,5-b]pyridin-5-yl]piperazine-1-carboxylate BrC=1C=C2C(=NC1N1CCN(CC1)C(=O)OC(C)(C)C)N(C(=N2)C2=CC=C(C=C2)F)C2=CC=NC=C2